methyl (2S,4S)-1-(7-fluoro-1-(tetrahydro-2H-pyran-4-yl)-1,3,4,5-tetrahydropyrano[4,3-b]indole-5-carbonyl)-4-(4-fluorophenyl)-2-methylpiperidine-4-carboxylate FC=1C=CC=2C3=C(N(C2C1)C(=O)N1[C@H](C[C@](CC1)(C(=O)OC)C1=CC=C(C=C1)F)C)CCOC3C3CCOCC3